S(=O)(=O)(O)CCC[N+]1=C(C=CC=C1)C=C sulfopropyl-2-vinylpyridinium